8-(5-Chloro-3-(trifluoromethyl)pyridin-2-yl)-9-(3-fluoro-4-((1-(3-fluoropropyl)azetidin-3-yl)methyl)phenyl)-6,7-dihydro-5H-benzo[7]annulen ClC=1C=C(C(=NC1)C=1CCCC2=C(C1C1=CC(=C(C=C1)CC1CN(C1)CCCF)F)C=CC=C2)C(F)(F)F